NC=1C(=NC(=C(N1)F)C1=CC=C(C=C1)N1CCN(CC1)C(C)C)C=1C=C2C(=C(NC(C2=C(C1)F)=O)C)F 6-(3-amino-5-fluoro-6-(4-(4-isopropylpiperazin-1-yl)phenyl)pyrazin-2-yl)-4,8-difluoro-3-methylisoquinolin-1(2H)-one